P(=O)(OOCCCCCCCCCCCCCCCCOCCCC)([O-])[O-] n-butoxyhexadecyloxy phosphate